ClC1=C(OC=2C=C3C(=NC2)N(N=C3)C=3C=C(SC3)C(=O)NCC)C=CC=C1 4-(5-(2-chlorophenoxy)-1H-pyrazolo[3,4-b]pyridin-1-yl)-N-ethylthiophene-2-carboxamide